N-(3-(N-((1,2,3,5,6,7-Hexahydro-s-indacen-4-yl)carbamoyl)sulfamoyl)propyl)-N-methylformamide, Potassium Salt [K].C1CCC2=C(C=3CCCC3C=C12)NC(=O)NS(=O)(=O)CCCN(C=O)C